5-Methoxyhexahydro-4,7-methyleneindan-2-carbaldehyde COC1C2C3CC(CC3C1CC2)C=O